S1C2=C(C=C1)C(=CC=C2)C=2C(=NC(=CC2)CC)N (benzo[b]thiophen-4-yl)-6-ethylpyridin-2-amine